N2-(7-methoxy-4-methylquinazolin-2-yl)-N4-methylpyrimidine-2,4-diamine COC1=CC=C2C(=NC(=NC2=C1)NC1=NC=CC(=N1)NC)C